4-((5-(3-azido-3-methyl-2-oxoindolin-1-yl)pyridin-3-yl)methyl)phthalazin-1(2H)-one N(=[N+]=[N-])C1(C(N(C2=CC=CC=C12)C=1C=C(C=NC1)CC1=NNC(C2=CC=CC=C12)=O)=O)C